tert-butyl N-[3-[2-(2-benzyloxyethyl)-7-(4,4,5,5-tetramethyl-1,3,2-dioxaborolan-2-yl)benzimidazol-1-yl]propyl]-N-methyl-carbamate C(C1=CC=CC=C1)OCCC1=NC2=C(N1CCCN(C(OC(C)(C)C)=O)C)C(=CC=C2)B2OC(C(O2)(C)C)(C)C